N-hexadecyl-2-ethyl-3-tetrahydropyranyloxypyridin-4-one C(CCCCCCCCCCCCCCC)N1C(=C(C(C=C1)=O)OC1OCCCC1)CC